tert-butyl (cis-3-(ethylsulfonyl)cyclobutyl)carbamate C(C)S(=O)(=O)[C@H]1C[C@H](C1)NC(OC(C)(C)C)=O